tert-butyl hexahydropyrrolo[3,4-c]pyrrole-2(1h)-carboxylate C1N(CC2C1CNC2)C(=O)OC(C)(C)C